(2-cyano-3-furyl)boronic acid C(#N)C=1OC=CC1B(O)O